The molecule is an L-methionine derivative that is the ester obtained by formal condensation of the carboxy group of L-methionine with ethanol. It has a role as a potassium channel blocker. It is an alpha-amino acid ester and a L-methionine derivative. CCOC(=O)[C@H](CCSC)N